C(CCCCCCCCCCCCCCCCC)(=O)OCCCCCCCCCCCCCCCCCCCCCC docosanyl stearate